O1COC(C=C1)O [1,3]Dioxin-4-ol